N-oleyl-stearyl-stearic acid amide C(CCCCCCC\C=C/CCCCCCCC)NC(C(CCCCCCCCCCCCCCCC)CCCCCCCCCCCCCCCCCC)=O